FC=1C=C(C=C2C=CC(N(C12)C)=O)C=1C=C(C=NC1)CNS(=O)(=O)CC Ethanesulfonic acid [5-(8-fluoro-1-methyl-2-oxo-1,2-dihydro-quinolin-6-yl)-pyridin-3-ylmethyl]-amide